6-(tributylstannyl)pyridine C(CCC)[Sn](C1=CC=CC=N1)(CCCC)CCCC